di(7-amino-heptyl)amine NCCCCCCCNCCCCCCCN